CC1=NC(=CC=C1NC(=O)[C@@H]1[C@H](CCCC1)C(=O)O)C1=C(C(=NO1)C)NC1=NC(=CN=C1)C(F)(F)F (1S,2S)-2-((2-methyl-6-(3-methyl-4-((6-(trifluoromethyl)pyrazin-2-yl)amino)isoxazol-5-yl)pyridin-3-yl)carbamoyl)cyclohexane-1-carboxylic acid